Cl.OC=1C=C(C=CC1)N1C(N(C=C1)C=1C=C(C=CC1)C[C@H](C(=O)O)[C@@H]1CNCC1)=O (2S)-3-{3-[3-(3-hydroxyphenyl)-2-oxoimidazol-1-yl]phenyl}-2-[(3R)-pyrrolidin-3-yl]propionic acid hydrochloride